C(CCCCCCCCC)OC(CCCCCNCCO)=O 6-((2-hydroxyethyl)amino)caproic acid n-decyl ester